C(C)(C)(C)OC(=O)N1CCN(CC1)CC1=CC=C(C=C1)N(S(=O)=O)CCC1=CC=CC=C1 N-(4-((4-(tert-butoxycarbonyl)piperazin-1-yl)methyl)phenyl)-N-phenethylsulfonamide